6-[[4-(2-chlorophenyl)-5-cyclopropyl-imidazol-1-yl]methyl]-1-methyl-benzotriazole ClC1=C(C=CC=C1)C=1N=CN(C1C1CC1)CC=1C=CC2=C(N(N=N2)C)C1